FC=1C(=NC(=NC1)N1CC=CC=2CN(CCC12)CCS(=O)(=O)C)C=1C=C(C2=C(N(C(=N2)C)C(C)C)C1)F N-(5-fluoro-4-(4-fluoro-1-isopropyl-2-methyl-1H-benzo[d]imidazol-6-yl)pyrimidin-2-yl)-6-(2-(methylsulfonyl)ethyl)-5,6,7,8-tetrahydro-1,6-naphthyridine